C(C)(C)(C)OC(=O)N(C(OC(C)(C)C)=O)C1=NC=CC(=C1F)C tert-butyl N-tert-butoxycarbonyl-N-(3-fluoro-4-methyl-2-pyridyl)carbamate